1-(4-bromophenyl)-3-(((R)-1-phenylethyl)amino)propan-1-ol Dithio-bis(ethyl-1H-imidazole-1-carboxylate) C(C)C=1N=C(N(C1)C(=O)O)SSC=1N(C=C(N1)CC)C(=O)O.BrC1=CC=C(C=C1)C(CCN[C@H](C)C1=CC=CC=C1)O